C(C)C=1C2=C(S(C1)(=O)=O)C(=CC=C2)NC2C(CN(CC2)CC(COC)O)F 3-ethyl-7-((3-fluoro-1-(2-hydroxy-3-methoxypropyl)piperidin-4-yl)amino)-1,1-dioxidobenzo[b]thiophen